(E)-N-(2-(5-Cyano-2,4-dihydroxybenzoyl)isoindolin-4-yl)-4-(dimethylamino)but-2-enamide C(#N)C=1C(=CC(=C(C(=O)N2CC3=CC=CC(=C3C2)NC(\C=C\CN(C)C)=O)C1)O)O